S1C(SC(=C1)C=CC)=C1SC=CS1 3-([2,2'-bi(1,3-dithiolylidene)]-4-yl)prop-2-en